antimony(II) nitrate [N+](=O)([O-])[O-].[Sb+2].[N+](=O)([O-])[O-]